1-methyl-1H-1,2,3-triazol CN1N=NC=C1